(5-Nitrofuran-2-yl)[4-(pyridin-2-yl)piperazin-1-yl]methanone [N+](=O)([O-])C1=CC=C(O1)C(=O)N1CCN(CC1)C1=NC=CC=C1